6-bromo-1-(4-fluorophenylmethyl)-2-oxo-N-(spiro[3.3]hept-2-yl)-1,2-dihydro-1,8-naphthyridine-3-carboxamide BrC=1C=C2C=C(C(N(C2=NC1)CC1=CC=C(C=C1)F)=O)C(=O)NC1CC2(C1)CCC2